N-(4-(1-(2-(4,4-difluoropiperidin-1-yl)-6-methylpyrimidin-4-yl)-1H-1,2,3-triazol-4-yl)-3-(6-azaspiro[2.5]octan-6-yl)phenyl)-2-hydroxyethane-1-sulfonamide FC1(CCN(CC1)C1=NC(=CC(=N1)N1N=NC(=C1)C1=C(C=C(C=C1)NS(=O)(=O)CCO)N1CCC2(CC2)CC1)C)F